N-(1-(5-(2-bromoacetyl)thiophen-2-yl)ethyl)-2-hydroxyacetamide BrCC(=O)C1=CC=C(S1)C(C)NC(CO)=O